1'-[7-(2-fluorophenyl)-6-methyl-pyrazolo[1,5-a]pyrazin-4-yl]-2-methyl-spiro[4H-cyclopenta[d]oxazol-5,4'-piperidin]-6-one FC1=C(C=CC=C1)C1=C(N=C(C=2N1N=CC2)N2CCC1(CC2)C(C2=C(N=C(O2)C)C1)=O)C